CC1=C(OC(C(=O)O)(C)C)C(=CC(=C1)CN1N=CN(C1=O)C1=CC(=C(C=C1)C(F)(F)F)C)C 2-(2,6-Dimethyl-4-((4-(3-methyl-4-(trifluoromethyl)phenyl)-5-oxo-4,5-dihydro-1H-1,2,4-triazol-1-yl)meth-yl)phenoxy)-2-methylpropionic acid